C(C)(C)C=1C=NN2C1N=C(C=C2NC2CCNCC2)C 3-isopropyl-5-methyl-N-(4-piperidinyl)pyrazolo[1,5-a]Pyrimidin-7-amine